NC1=C(C=C(N=N1)C1=C(C=CC=C1)O)N1CC2CCC(C1)N2C2=CC(=NC=C2)\C=C\CN2CCCCCC2 (E)-2-(6-amino-5-(8-(2-(3-(azepan-1-yl)prop-1-en-1-yl)pyridin-4-yl)-3,8-diazabicyclo[3.2.1]octan-3-yl)pyridazin-3-yl)phenol